Heptadecan-9-yl 8-((3-((2-(methylamino)-3,4-dioxocyclobut-1-en-1-yl)amino)propyl)(8-((2-methylnonyl)oxy)-8-oxooctyl)amino)octanoate CNC1=C(C(C1=O)=O)NCCCN(CCCCCCCC(=O)OC(CCCCCCCC)CCCCCCCC)CCCCCCCC(=O)OCC(CCCCCCC)C